nitrilotri-acetat N(CC(=O)[O-])(CC(=O)[O-])CC(=O)[O-]